1-({2-[2-Chloro-4-(4-chlorophenoxy)phenyl]-4-methyl-1,3-dioxolan-2-yl}methyl)-1H-1,2,4-triazole ClC1=C(C=CC(=C1)OC1=CC=C(C=C1)Cl)C1(OCC(O1)C)CN1N=CN=C1